3-cyclopropyl-3-[6-(3,5-dimethylisoxazol-4-yl)-3-(1-methylpyrazol-4-yl)pyrrolo[3,2-b]pyridin-1-yl]propanenitrile C1(CC1)C(CC#N)N1C=C(C2=NC=C(C=C21)C=2C(=NOC2C)C)C=2C=NN(C2)C